CC=1C(=C(C=CC1)CC(=O)O)C1CCC(CC1)OCC(F)(F)F 2-(3-methyl-2-((1r,4S)-4-(2,2,2-trifluoroethoxy)cyclohexyl)phenyl)acetic acid